dimethylheptandiamine CC(C(N)(N)C)CCCCC